7-(chloromethyl)-3-ethyl-2-oxo-4-thioxo-1,2,3,4-tetrahydroquinazoline-6-carbonitrile ClCC1=C(C=C2C(N(C(NC2=C1)=O)CC)=S)C#N